N-((R)-(1-(2-(isoquinolin-5-yl)-6-((R)-3-methylmorpholino)pyrimidin-4-yl)cyclopropyl)(methyl)(oxo)-λ6-sulfaneylidene)-pivalamide C1=NC=CC2=C(C=CC=C12)C1=NC(=CC(=N1)C1(CC1)[S@](=NC(C(C)(C)C)=O)(=O)C)N1[C@@H](COCC1)C